C1(CC1)CCC(NS(=O)C(C)(C)C)C=1C=CC(=C(C1)NC(OC)=O)F methyl 5-(3-cyclopropyl-1-(1,1-dimethylethylsulphinamido) propyl)-2-fluorophenylcarbamate